2,2'-oxybis(N-(4-butyldecyl)-N-methylacetamide) O(CC(=O)N(CCCC(CCCCCC)CCCC)C)CC(=O)N(C)CCCC(CCCCCC)CCCC